(R)-tert-Butyl 3-(fluoromethyl)pyrrolidine-1-carboxylate FC[C@H]1CN(CC1)C(=O)OC(C)(C)C